3-((1,4-dioxaspiro[4.5]dec-8-yl)oxy)-6-bromoisoquinoline O1CCOC12CCC(CC2)OC=2N=CC1=CC=C(C=C1C2)Br